1-(1-(2-fluoroacryloyl)azetidin-3-yl)-N-(4-(phenylcarbamoyl)phenyl)-3-(4-(trifluoromethyl)phenyl)-1H-indazole-7-carboxamide FC(C(=O)N1CC(C1)N1N=C(C2=CC=CC(=C12)C(=O)NC1=CC=C(C=C1)C(NC1=CC=CC=C1)=O)C1=CC=C(C=C1)C(F)(F)F)=C